(R)-N-(5-(1H-indazol-7-yl)pyrimidin-2-yl)-1-cyano-3-fluoropiperidine-3-carboxamide N1N=CC2=CC=CC(=C12)C=1C=NC(=NC1)NC(=O)[C@@]1(CN(CCC1)C#N)F